7-(2-((tert-butyldimethylsilyl)oxy)ethyl)-2,4-dichloro-5,6,7,8-tetrahydropyrido[3,4-d]pyrimidineTriethylamine [Si](C)(C)(C(C)(C)C)OCCN1CC=2NC(NC(C2C(C1)CCN)(CCN)Cl)(CCN)Cl